C1(CC1)N1C(=CC=2N=NC(=CC21)C2=C(C=CC=C2)O)[C@H]2CN(CC2)C2=NC=C(C=N2)C2=NOC(=C2)C(C(=O)O)C(C)C 2-(3-{2-[(3R)-3-[5-cyclopropyl-3-(2-hydroxyphenyl)pyrrolo[3,2-c]pyridazin-6-yl]pyrrolidin-1-yl]pyrimidin-5-yl}-1,2-oxazol-5-yl)-3-methylbutanoic acid